4-azaspiro[2.5]octan-5-one C1CC12NC(CCC2)=O